OC1=CC=C(C=C1)C(C(=O)O)C para-hydroxyphenyl-propionic acid